COC1=CC(=C(C=C1NC1=NC=CC(=N1)N1OCC[C@@H]1C1=CC=CC=C1)NC(C=C)=O)N1CCN(CC1)C (R)-N-(4-methoxy-2-(4-methylpiperazin-1-yl)-5-((4-(3-phenylisoxazolidin-2-yl)pyrimidin-2-yl)amino)phenyl)acrylamide